ClC1=CC=C2C(=N1)C=C(N=C2)C#N 2-chloropyrido[4,3-b]pyridine-7-carbonitrile